4-[5-(aminomethyl)pyrimidin-2-yl]-3-[[4-(5-fluoropyridin-3-yl)-2-methylimidazol-1-yl]methyl]benzonitrile NCC=1C=NC(=NC1)C1=C(C=C(C#N)C=C1)CN1C(=NC(=C1)C=1C=NC=C(C1)F)C